3-(((7-(1H-Pyrazol-4-yl)-2,3-dihydrofuro[3,2-c]pyridin-4-yl)amino)methyl)-N-(2-(pyridin-3-yl)ethyl)benzamid N1N=CC(=C1)C=1C2=C(C(=NC1)NCC=1C=C(C(=O)NCCC=3C=NC=CC3)C=CC1)CCO2